tert-butyl-2-((4-((3-chloro-2-fluorophenyl) amino)-6-nitroquinazolin-7-yl)ethynyl)-2-methylmorpholine-4-carboxylate C(C)(C)(C)OC(=O)N1CC(OCC1)(C)C#CC1=C(C=C2C(=NC=NC2=C1)NC1=C(C(=CC=C1)Cl)F)[N+](=O)[O-]